(E)-3-(1,3-benzodioxol-5-yl)-N-cyclohexyl-N-(3-thienyl)prop-2-enamide O1COC2=C1C=CC(=C2)/C=C/C(=O)N(C2=CSC=C2)C2CCCCC2